9H-3,9'-Bicarbazol C1=CC(=CC=2C3=CC=CC=C3NC12)N1C2=CC=CC=C2C=2C=CC=CC12